C1(CCCC1)CC=1OC(=CN1)C=1C=CC(=NC1C1=CC=C2C=CC=NC2=C1)C#N 5-(2-(cyclopentylmethyl)oxazol-5-yl)-6-(quinolin-7-yl)picolinonitrile